C(C)(C)(C)C1=CC=C(C[C@@H]2[C@H]([C@H](OC2)C2=CC=C(C=C2)F)CC(=C(C(=O)O)C)C)C=C1.C(C)OC1=CC=C(C2=CC=CC=C12)CC=O 4-ethoxy-1-naphthaleneethanone ((2S,3R,4R)-4-(4-(tert-Butyl)benzyl)-2-(4-fluorophenyl)tetrahydrofuran-3-yl)-methyl-2-methylbut-2-enoate